dithian-yl sulfide S1SC(CCC1)SC1SSCCC1